N1=C(C=CC2=CC=CC=C12)C(=O)NC(=N)N (Chinolin-2-carbonyl)guanidin